FC1C(C1)C(=O)NC=1SC2=C(N1)C=CC(=C2)C2=CN=CC(C2)(C)F 2-fluoro-N-(6-(5-fluoro-5-methylpyridin-3-yl)benzo[d]thiazol-2-yl)cyclopropane-1-carboxamide